IC=1N(C2=CC=CC(=C2C1)NC(=O)NC1=CC=NC=C1)CC(F)(F)F 1-(2-iodo-1-(2,2,2-trifluoroethyl)-1H-indol-4-yl)-3-(pyridin-4-yl)urea